C(=O)O.C(C)OCCN1N=C(C(=C1)NC(=O)C=1N=C(SC1)C=1C=NNC1C(F)(F)F)C1=NC=CC=C1 N-(1-(2-ethoxyethyl)-3-(pyridin-2-yl)-1H-pyrazol-4-yl)-2-(5-(trifluoromethyl)-1H-pyrazol-4-yl)thiazole-4-carboxamide, formic acid salt